(R)-3-chloro-1-(3,3-dimethylpyrrolidin-1-yl)-12-oxo-6a,7,9,10-tetrahydro-6H-pyrazino[2,1-c]Pyrido[3,4-f][1,4]Oxazepine-8(12H)-carboxylic acid tert-butyl ester C(C)(C)(C)OC(=O)N1C[C@@H]2COC3=C(C(N2CC1)=O)C(=NC(=C3)Cl)N3CC(CC3)(C)C